3-iodo-1H-pyrazolo-[3,4-d]pyrimidine-4-amine IC1=NNC2=NC=NC(=C21)N